Stearyltriethylammonium chloride [Cl-].C(CCCCCCCCCCCCCCCCC)[N+](CC)(CC)CC